6-[4-[3-Fluoro-4-(5-hydroxypyridin-3-yl)benzoyl]piperazin-1-yl]pyridazine-3-carboxylic acid FC=1C=C(C(=O)N2CCN(CC2)C2=CC=C(N=N2)C(=O)O)C=CC1C=1C=NC=C(C1)O